2,2-dimethyl-N-[[4-[5-(trifluoromethyl)-1,2,4-oxadiazol-3-yl]phenyl]methyl]propanamide bis(2,2,6,6-tetramethylpiperid-4-yl)sebacate CC1(NC(CC(C1)OC(CCCCCCCCC(=O)OC1CC(NC(C1)(C)C)(C)C)=O)(C)C)C.CC(C(=O)NCC1=CC=C(C=C1)C1=NOC(=N1)C(F)(F)F)(C)C